C(C)(=O)OC1=CC(=CC=2C(C3=CC=CC(=C3C(C12)=O)OC(C)=O)=O)C(=O)O 1,8-diacetoxy-3-carboxyanthraquinone